C(C)(=O)NC=1N=C2N(N=C(C=C2)C=2C=C(C(=NC2)C)C(=O)NCC2=C(C=CC(=C2)OC(F)(F)F)F)C1C 5-{2-acetylamino-3-methylimidazo[1,2-b]pyridazin-6-yl}-N-{[2-fluoro-5-(trifluoromethoxy)phenyl]methyl}-2-methylpyridine-3-carboxamide